ClC1=CC(=C(C=C1)[C@@]1(OC2=C(O1)C=CC=C2C2CCN(CC2)CC=2N(C(=C(N2)I)C)C[C@H]2OCC2)C)F 4-((S)-2-(4-chloro-2-fluorophenyl)-2-methylbenzo[d][1,3]dioxol-4-yl)-1-((4-iodo-5-methyl-1-(((S)-oxetan-2-yl)methyl)-1H-imidazol-2-yl)methyl)piperidine